C(C)(C)(C)OC(=O)NCCO 2-(tert-butoxycarbonylamino)ethanol